5,6-dichloro-3-methylpyrazine-2-carbonitrile ClC=1N=C(C(=NC1Cl)C#N)C